(3aR,5s,6aS)-N-(6-morpholino-pyridazin-3-yl)-2-(tetrahydro-pyran-4-ylmethyl)-3,3a,4,5,6,6a-hexahydro-1H-cyclopenta[c]pyrrol-5-amine O1CCN(CC1)C1=CC=C(N=N1)NC1C[C@@H]2[C@@H](CN(C2)CC2CCOCC2)C1